COC1O[C@H]2[C@]3(OC(O[C@H]31)(C)C)CC[C@H]2O (3ar,5ar,6r,8ar)-4-methoxy-2,2-dimethylhexahydrocyclopenta[2,3]furo[3,4-d][1,3]dioxolan-6-ol